(4-amino-1,7-dimethyl-1H-pyrazolo[4,3-c]quinolin-8-yl)(2-(2-fluorophenyl)-4-methoxypyrrolidin-1-yl)methanone NC1=NC=2C=C(C(=CC2C2=C1C=NN2C)C(=O)N2C(CC(C2)OC)C2=C(C=CC=C2)F)C